tin methylchloride CCl.[Sn]